3-(1,1-difluoroethyl)-1-((1,2-dimethylcyclopropyl)methyl)-4-methyl-1H-pyrazole FC(C)(F)C1=NN(C=C1C)CC1(C(C1)C)C